C(N)(=O)CN1CCC(CC1)CCNC(=O)C1=NC(=CC=C1)C1=CC2=C(C(=CC=C2C=C1)OC)NCC(=C)C#N N-{2-[1-(carbamoylmethyl)piperidin-4-yl]ethyl}-6-{8-[(2-cyano-2-methylideneethyl)amino]-7-methoxynaphthalen-2-yl}pyridine-2-carboxamide